4-(3-(2,4-Difluoro-3-hydroxy-5-(trifluoromethyl)phenyl)-1-methyl-1H-pyrazolo[4,3-c]pyridin-6-yl)-4-azaspiro[2.5]octan-7-ol FC1=C(C=C(C(=C1O)F)C(F)(F)F)C1=NN(C2=C1C=NC(=C2)N2C1(CC1)CC(CC2)O)C